FC([Si](OC(C(F)(F)F)(F)F)(C(F)(F)F)C(F)(F)F)(C(C(C(C(C(C(C(C(C(C(F)(F)F)(F)F)(F)F)(F)F)(F)F)(F)F)(F)F)(F)F)(F)F)(F)F)F perfluorodecyltrimethyl-(ethyloxy)silane